Cl[Os]Cl di-chloroosmium (II)